[C@@H]12N([C@H](C[C@H]2C1)C(=O)OCC1=CC=CC=C1)C(=O)OC(C)(C)C 3-benzyl 2-(tert-butyl) (1R,3R,5R)-2-azabicyclo[3.1.0]hexane-2,3-dicarboxylate